methyl 5-[1-[(1S)-3-hydroxy-1-methyl-propyl]-6-[[2-(5-hydroxy-1-methyl-pyrazol-4-yl)pyrimidin-4-yl]amino]pyrazolo[4,3-c]pyridin-3-yl]-1-methyl-pyrrole-2-carboxylate OCC[C@H](C)N1N=C(C=2C=NC(=CC21)NC2=NC(=NC=C2)C=2C=NN(C2O)C)C2=CC=C(N2C)C(=O)OC